bis(N-3-Fluorobenzylethylthiocarbamoyl)disulphide FC=1C=C(CCCNC(=S)SSC(NCCCC2=CC(=CC=C2)F)=S)C=CC1